C1CC12CCN(CC2)C=2C=C1C(=CN2)N(N=C1)C=1C=C(C(=C(C1)O)F)C(F)(F)F 5-(5-(6-Azaspiro[2.5]octan-6-yl)-1H-pyrazolo[3,4-c]pyridine-1-yl)-2-fluoro-3-(trifluoromethyl)phenol